C(C)(=O)OC1=C(C(=O)O)C=CC=C1.C(C)(=O)OC1=C(C(=O)O)C=CC=C1.[Ca] calcium bis(2-acetoxybenzoic acid)